di[1,3-dimethyl-3-(t-butylperoxy)butyl]carbonate CC(CC(C)(OOC(C)(C)C)C)OC(OC(CC(C)(OOC(C)(C)C)C)C)=O